4-(9H-carbazole-9-yl)benzaldehyde C1=CC=CC=2C3=CC=CC=C3N(C12)C1=CC=C(C=O)C=C1